CC1(N(C[C@@H](C1)C1=CC=CC=C1)C(=O)[C@@H]1CC[C@H]2N1C([C@H](CCCC2)NC(=O)C2=CC1=C(S2)C=CC(=C1)C(F)(F)P(O)(O)=O)=O)C ((2-(((3S,6S,10aS)-3-((S)-2,2-dimethyl-4-phenylpyrrolidine-1-carbonyl)-5-oxodecahydropyrrolo[1,2-a]azocin-6-yl)carbamoyl)benzo[b]thiophen-5-yl)difluoromethyl)phosphonic acid